N-[[4-[5-amino-4-cyano-1-[(3S)-tetrahydrofuran-3-yl]pyrazol-3-yl]phenyl]methyl]-2-methoxy-benzamide NC1=C(C(=NN1[C@@H]1COCC1)C1=CC=C(C=C1)CNC(C1=C(C=CC=C1)OC)=O)C#N